dipentaerythritol pentacaprate C(=O)(CCCCCCCCC)OCC(COC(=O)CCCCCCCCC)(COCC(COC(=O)CCCCCCCCC)(COC(=O)CCCCCCCCC)COC(=O)CCCCCCCCC)CO